C[C@H](CC)N1N=CC(=C1)C1=C(C(=O)OC)C=C(C=C1)NC(=O)C1(CC1)C1=C(C=C(C=C1)OC(F)(F)F)F Methyl 2-{1-[(2R)-butan-2-yl]-1H-pyrazol-4-yl}-5-[({1-[2-fluoro-4-(trifluoromethoxy) phenyl]cyclopropyl}carbonyl) amino]benzoate